ClC1=CC=2N(C=C1C=1C=NOC1)C=CN2 4-{7-chloroimidazo[1,2-a]pyridin-6-yl}-1,2-oxazole